Ethyl 5-hydroxy-3,4-dihydro-2H-pyran-6-carboxylate OC=1CCCOC1C(=O)OCC